C(C)(C)N(P(OC1COCC1F)OCCC#N)C(C)C 4-fluorotetrahydrofuran-3-yl (2-cyanoethyl) diisopropylphosphoramidite